17-hydroxyheptadecyl eicos-11-enoate C(CCCCCCCCCC=CCCCCCCCC)(=O)OCCCCCCCCCCCCCCCCCO